2-(4-((1-methyl-1H-benzo[d]imidazol-2-yl)methyl)piperazin-1-yl)-4-(prop-1-en-1-yl)benzonitrile CN1C(=NC2=C1C=CC=C2)CN2CCN(CC2)C2=C(C#N)C=CC(=C2)C=CC